N[C@H](C(=O)O)CCN (s)-2,4-diaminobutyric acid